(3s)-1-(adamantan-2-yl)-4-amino-N-(4-(methoxymethyl)phenyl)-1H-pyrazolo[3,4-d]pyrimidine-3-carboxamide C12C(C3CC(CC(C1)C3)C2)N2N=C(C=3C2=NC=NC3N)C(=O)NC3=CC=C(C=C3)COC